[Si](C)(C)(C(C)(C)C)OCC1=CC=C(C=C1)NC(OCC#C)=O prop-2-yn-1-yl (4-(((tert-butyldimethylsilyl)oxy)methyl)phenyl)carbamate